CC(C(=O)NC1=CC=C(C=C1)N1C=NC2=C1C=C(C=C2)B2OC(C(O2)(C)C)(C)C)CC 2-methyl-N-(4-(6-(4,4,5,5-tetramethyl-1,3,2-dioxaborolan-2-yl)-1H-benzo[d]imidazol-1-yl)phenyl)butanamide